3-(2,6-difluoro-4-(3-((1-(spiro[3.3]heptan-2-yl)-1H-1,2,4-triazol-3-yl)amino)azetidin-1-yl)phenyl)piperidine-2,6-dione FC1=C(C(=CC(=C1)N1CC(C1)NC1=NN(C=N1)C1CC2(C1)CCC2)F)C2C(NC(CC2)=O)=O